F[C@H]1CN(CC[C@H]1NC1=CC=CN2C(=C(C=C12)C#CCNC1=C(C=C(C=C1)C(NC)=O)OC)CC(F)(F)F)C(=O)OC(C)(C)C tert-butyl (3S,4R)-3-fluoro-4-((2-(3-((2-methoxy-4-(methylcarbamoyl)phenyl)amino)prop-1-yn-1-yl)-3-(2,2,2-trifluoroethyl)indolizin-8-yl)amino)piperidine-1-carboxylate